ClC=1C=C(C=C(C1OC1=NC=C(C(=C1)S(=O)(=O)C1CC1)O)Cl)N1N=C(C(NC1=O)=O)C(F)F 2-[3,5-dichloro-4-[(4-cyclopropylsulfonyl-5-hydroxy-2-pyridinyl)oxy]phenyl]-6-(difluoromethyl)-1,2,4-triazine-3,5-dione